methyl 2-(7-fluoro-5-oxo-2,3-dihydrobenzo[f][1,4]oxazepine-4(5H)-yl)-5-(N-methyl-2,2-diphenylacetamido)isonicotinate FC=1C=CC2=C(C(N(CCO2)C=2C=C(C(=O)OC)C(=CN2)N(C(C(C2=CC=CC=C2)C2=CC=CC=C2)=O)C)=O)C1